Methyl 5-amino-2-{1-[(3R)-tetrahydrofuran-3-yl]-1H-pyrazol-4-yl}benzoate NC=1C=CC(=C(C(=O)OC)C1)C=1C=NN(C1)[C@H]1COCC1